N[C@@H](CC(N)=O)C(=O)N1[C@@H](CCC1)C(=O)N[C@@H](C(C)C)C(=O)O[C@@]1(C(OCC=2C(N3CC=4C(=NC=5C=CC=CC5C4CC)C3=CC21)=O)=O)CC (4S)-4,11-diethyl-3,14-dioxo-3,4,12,14-tetrahydro-1H-pyrano[3',4':6,7]indolizino[1,2-b]quinolin-4-yl L-asparaginyl-L-prolyl-L-valinate